OCC1=CNC2=CC=C(C=C12)C#N 3-(hydroxymethyl)-1H-indole-5-carbonitrile